(R)-5-(1,3-Dioxolan-2-yl)-3-methyl-N-phenylpentanamide O1C(OCC1)CC[C@H](CC(=O)NC1=CC=CC=C1)C